2,4-dimethoxy-5-nitropyrimidine COC1=NC=C(C(=N1)OC)[N+](=O)[O-]